CC1=C(C=C(N)C=C1)C1CN(C1)C 4-methyl-3-(1-methylazetidin-3-yl)aniline